C1(CC1)NC1=NC(=CC=C1C=1C=C(CC2=NN(C=C2C(=O)O)CC)C=CC1)F.OC1=CC=C(C=C1)CCC(C(=O)N)I β-(4-hydroxyphenyl)ethyl-iodoacetamide 3-[2-(cyclopropylamino)-6-fluoropyridin-3-yl]Benzyl-1-ethylpyrazole-4-carboxylate